5-(6-bromo-4-oxo-3,4-dihydrophthalazin-1-yloxy)-2-fluorobenzoic acid BrC=1C=C2C(NN=C(C2=CC1)OC=1C=CC(=C(C(=O)O)C1)F)=O